5-chloromethyl-2-pyrimidinamine ClCC=1C=NC(=NC1)N